(R)-7-bromo-3-butyl-8-methoxy-2-(4-methoxybenzyl)-5-phenyl-2,3,4,5-tetrahydro-1,2,5-benzothiadiazepine 1,1-dioxide BrC=1C(=CC2=C(N(C[C@H](N(S2(=O)=O)CC2=CC=C(C=C2)OC)CCCC)C2=CC=CC=C2)C1)OC